(methylindolophenothiazinyl)[(methylindolophenothiazinyl)pyridyl]phosphine oxide CC1=C(C=2N=C3C=4C(=CC=C3SC2C=C1)N=C1C=CC=CC14)P(C1=NC=CC=C1C1=C(C=CC=4SC2=CC=C3C(C2=NC14)=C1C=CC=CC1=N3)C)=O